(4-aminoimidazo[1,5-a]pyrido[3,4-e]pyrazin-8-yl)((4aS,9bS)-9-fluoro-7-(trifluoromethoxy)-3,4,4a,9b-tetrahydrobenzofuro[3,2-b]pyridin-1(2H)-yl)methanone NC=1C=2N(C3=C(N1)C=NC(=C3)C(=O)N3[C@@H]1[C@H](CCC3)OC3=C1C(=CC(=C3)OC(F)(F)F)F)C=NC2